mono-Bocpropylenediamine C(=O)(OC(C)(C)C)NC(CN)C